ClC1=C(C=NN1C)S(=O)(=O)N1CCC(CC1)C=1C(=CC=2N(C1)N=CN2)OC 6-(1-((5-chloro-1-methyl-1H-pyrazol-4-yl)sulfonyl)piperidin-4-yl)-7-methoxy-[1,2,4]triazolo[1,5-a]pyridine